ClC=1C=CC2=C([C@H](N(C[C@H](O2)C)C(=O)OC(C)(C)C)C)N1 tert-butyl (2R,5R)-7-chloro-2,5-dimethyl-2,3-dihydropyrido[2,3-f][1,4]oxazepine-4(5H)-carboxylate